C(C)OC1=C(C2=CC=CC=C2C=C1)C(=O)OCS\C(=C(\C)/N(C=O)CC=1C(=NC(=NC1)C)N)\CCO (Z)-((2-(N-((4-amino-2-methylpyrimidin-5-yl)methyl)formamido)-5-hydroxypent-2-en-3-yl)thio)methyl 2-ethoxy-1-naphthoate